3-cyclopropyl-4-{[3-fluoro-5-(morpholine-4-carbonyl)phenyl]amino}-N-[(2Z)-imidazolidin-2-ylidene]benzamide C1(CC1)C=1C=C(C(=O)N=C2NCCN2)C=CC1NC1=CC(=CC(=C1)C(=O)N1CCOCC1)F